(S)-2-(but-3-enyl)oxirane C(CC=C)[C@@H]1OC1